FC(S(=O)(=O)OC(C)(C=C)C)(F)F 2-methyl-3-butene-2-ol trifluoromethanesulfonate